C(#N)C=1C(=NC(=C(C1CC)C#N)N1CC(CC1)O)SC(C(=O)N)C1=CC=CC=C1 2-((3,5-dicyano-4-ethyl-6-(3-hydroxypyrrolidin-1-yl)pyridin-2-yl)sulfanyl)-2-phenylacetamide